C(C)OC(CC1CN(CCC1)C=1C(=NC(=CC1F)C=1N=NN(C1COS(=O)(=O)C)C)C)=O.BrC1=CC(=C(N)C=C1)N1C=CC=C1 4-bromo-2-(1H-pyrrol-1-yl)aniline ethyl-2-(1-(4-fluoro-2-methyl-6-(1-methyl-5-(((methylsulfonyl)oxy)methyl)-1H-1,2,3-triazol-4-yl)pyridin-3-yl)piperidin-3-yl)acetate